COC(=O)C1=CC2=C(N=C(N2C[C@H]2OCC2)CCl)S1 2-(chloromethyl)-1-[[(2S)-oxetan-2-yl]methyl]thieno[2,3-d]imidazole-5-carboxylic acid methyl ester